8-bromo-5-chloro-1-(2,6-dichlorophenyl)-2-methyl-1,6-naphthyridin-4(1H)-one BrC=1C=NC(=C2C(C=C(N(C12)C1=C(C=CC=C1Cl)Cl)C)=O)Cl